C(C)(=O)OCC(CN1C(=NC2=C1C=CC=C2)C#N)=O 3-(2-cyano-1H-benzo[d]imidazol-1-yl)-2-oxopropyl acetate